6-(3,5-dimethylpyrazol-1-yl)-2-[1-[(E)-3-phenylprop-2-enyl]piperidin-4-yl]pyridazin-3-one CC1=NN(C(=C1)C)C=1C=CC(N(N1)C1CCN(CC1)C\C=C\C1=CC=CC=C1)=O